C(C)(C)(C)[C@@H]1C[C@H](N(C1)C(=O)OC(C)(C)C)C(N[C@H](C(=O)OC)C[C@H]1C(NCC1)=O)=O (2S,4S)-tert-butyl 4-(tert-butyl)-2-(((S)-1-methoxy-1-oxo-3-((S)-2-oxopyrrolidin-3-yl)propan-2-yl)carbamoyl)pyrrolidine-1-carboxylate